4-(4-((4-(tert-butyl)phenyl)amino)-7H-pyrrolo[2,3-d]pyrimidin-7-yl)-2-(cyclohexylamino)benzamide C(C)(C)(C)C1=CC=C(C=C1)NC=1C2=C(N=CN1)N(C=C2)C2=CC(=C(C(=O)N)C=C2)NC2CCCCC2